2-(4,4-difluorocyclohexyl)-3-ethoxy-3-oxo-propanoic acid FC1(CCC(CC1)C(C(=O)O)C(=O)OCC)F